ClC1=CC2=C(N(C(C(N2C)=O)=O)C2CCN(CC2)C2=NC=C(C=N2)CN2CC(C2)OC(C)C)N=C1 7-chloro-4-(1-(5-((3-isopropoxyazetidin-1-yl)methyl)pyrimidin-2-yl)piperidin-4-yl)-1-methyl-1,4-dihydropyrido[2,3-b]pyrazine-2,3-dione